N1(C=NC=C1)C=1C=CC(=C(C1)O)C=1N=NC(=CN1)N(C1CC2(CNC2)C1)C 5-(1H-imidazol-1-yl)-2-(6-(methyl-(2-azaspiro[3.3]hept-6-yl)amino)-1,2,4-triazin-3-yl)phenol